3-chloroacryloyloxypropyl-triisopropoxysilane ethyl-2-(4-methoxyphenylcarbonothioylthio)acetate C(C)OC(CSC(=S)C1=CC=C(C=C1)OC)=O.ClC=CC(=O)OCCC[Si](OC(C)C)(OC(C)C)OC(C)C